ClC=1C=C2C(=NC1)C(=C(N2)C2=CC(=NC=C2)NC(C(CC(F)F)C2=CC=C(C=C2)F)=O)C2=NC=CC=C2 N-{4-[6-Chloro-3-(pyridin-2-yl)-1H-pyrrolo[3,2-b]pyridin-2-yl]pyridin-2-yl}-4,4-difluoro-2-(4-fluorophenyl)butanamid